BrC(C)Br dibromoethan